3-amino-N-(2,6-difluorobenzyl)-5-(oxazol-2-yl)-6-(1-(oxetan-3-yl)-6-oxo-1,6-dihydropyridin-3-yl)pyrazine-2-carboxamide NC=1C(=NC(=C(N1)C=1OC=CN1)C1=CN(C(C=C1)=O)C1COC1)C(=O)NCC1=C(C=CC=C1F)F